Methyl 5-(4-bromo-6-chloro-1-(tetrahydro-2H-pyran-2-yl)-1H-indazol-5-yl)-2-methylpentanoate BrC1=C2C=NN(C2=CC(=C1CCCC(C(=O)OC)C)Cl)C1OCCCC1